6-[3-(trifluoromethyl)-1,2,4-oxadiazol-5-yl]-2-azaspiro[3.3]heptane Trifluoroacetic Acid Salt FC(C(=O)O)(F)F.FC(C1=NOC(=N1)C1CC2(CNC2)C1)(F)F